(R)-4-(7-(1H-pyrazol-5-yl)-4-(2-(trifluoromethyl)pyridin-3-yl)imidazo[1,5-b]pyridazin-2-yl)-3-methylmorpholine N1N=CC=C1C1=NC=C2N1N=C(C=C2C=2C(=NC=CC2)C(F)(F)F)N2[C@@H](COCC2)C